N[C@@H]1[C@H](CN(CC1)C(=O)OC(C)(C)C)O |r| rac-(3S,4S)-tert-Butyl 4-amino-3-hydroxypiperidine-1-carboxylate